CN1C(=C(C=C1)C(=O)NC1=CC=CC=C1)C 1,2-dimethyl-N-phenyl-1H-pyrrole-3-carboxamide